methyl (1S,15R,18S,19R,20S)-18-hydroxy-1,3,11,12,14,15,16,17,18,19,20,21-dodecahydroyohimban-19-carboxylate COC(=O)[C@H]1[C@H](CC[C@@H]2[C@@H]1C[C@H]3C4=C(CCN3C2)C5=CC=CC=C5N4)O